ClC=1C=C2C(=NC(=NC2=C(C1C1=C(C=CC=C1O)F)F)CCN1CC(C1)(C)N(C)C)N1CCN(CC1)C(C=C)=O 1-(4-(6-chloro-2-(2-(3-(dimethyl-amino)-3-methyl-azetidin-1-yl)ethyl)-8-fluoro-7-(2-fluoro-6-hydroxyphenyl)quinazolin-4-yl)piperazin-1-yl)prop-2-en-1-one